C1=CC=CC=2C3=CC=CC=C3C(C12)COC(=O)N1[C@@H]([C@H](CC1)C1=CC(=CC=C1)F)C(=O)O (2S,3R)-1-(((9H-fluoren-9-yl)methoxy)carbonyl)-3-(3-fluorophenyl)pyrrolidine-2-carboxylic acid